(3S,4S)-1-Cyclobutylmethyl-4-{[5-(2,4-difluoro-phenyl)-isoxazole-3-carbonyl]-amino}-piperidine-3-carboxylic acid (1-pyrimidin-2-yl-cyclopropyl)-amide N1=C(N=CC=C1)C1(CC1)NC(=O)[C@H]1CN(CC[C@@H]1NC(=O)C1=NOC(=C1)C1=C(C=C(C=C1)F)F)CC1CCC1